1-(3-fluoro-4-(5-(trifluoromethyl)-1,2,4-oxadiazol-3-yl)phenyl)-2-(thiazol-4-ylmethoxy)ethan-1-one FC=1C=C(C=CC1C1=NOC(=N1)C(F)(F)F)C(COCC=1N=CSC1)=O